3-epoxypropyl-octadecenoic acid C(CC)C1C(C=CCCCCCCCCCCCCCC(=O)O)O1